C=C(C(=O)O)CC1=CC(=C(C(=C1)C(C)(C)C)O)C(C)(C)C methylene-3-(3,5-di-t-butyl-4-hydroxyphenyl)propanoic acid